7-(methoxy(phenyl)methyl)-5-methyl-2,5-dihydro-4H-pyrrolo[3,4-c]pyridin-4-one COC(C=1C=2C(C(N(C1)C)=O)=CNC2)C2=CC=CC=C2